5-(5,6-dihydro-4H-pyrrolo[1,2-b]pyrazol-3-yl)-2-{3-[(3S)-3-(1-methylcyclopropyl)piperazin-1-yl]-1,2,4-triazin-6-yl}phenol N=1N2C(=C(C1)C=1C=CC(=C(C1)O)C1=CN=C(N=N1)N1C[C@@H](NCC1)C1(CC1)C)CCC2